2-(2-((2R,4R)-2-(aminomethyl)-5-chloro-2-phenyl-2,3-dihydrobenzofuran-4-yl)-3-fluorophenoxy)ethylamine NC[C@]1(OC2=C(C1)C(=C(C=C2)Cl)C2=C(OCCN)C=CC=C2F)C2=CC=CC=C2